CC1(OB(OC1(C)C)C=1C=CC(=NC1)O[C@H](C(F)(F)F)C)C (S)-5-(4,4,5,5-tetramethyl-1,3,2-dioxaborolan-2-yl)-2-((1,1,1-trifluoropropan-2-yl)oxy)pyridine